NC1=NC=C(C=C1N1CCN(CC1)C(=O)OC(C)(C)C)OC1=C(C(=CC=C1)Cl)C(=O)OC tert-butyl 4-[2-amino-5-(3-chloro-2-(methoxycarbonyl)phenoxy)pyridin-3-yl]piperazine-1-carboxylate